ethyl 3-[1-(4-bromobutyl)-4-methyl-1H-benzotriazol-5-yl]-3-{4-fluoro-3-[(6-hydroxy-2,2-dioxo-2H-1,2λ6,3-benzoxathiazin-3(4H)-yl)methyl]phenyl}propanoate BrCCCCN1N=NC2=C1C=CC(=C2C)C(CC(=O)OCC)C2=CC(=C(C=C2)F)CN2S(OC1=C(C2)C=C(C=C1)O)(=O)=O